4-(3-((4-(6-((6-acetyl-8-cyclopentyl-5-methyl-7-oxo-7,8-dihydropyrido[2,3-d]pyrimidin-2-yl)amino)pyridin-3-yl)piperazin-1-yl)methyl)azetidin-1-yl)-N-(2,6-dioxopiperidin-3-yl)benzamide C(C)(=O)C1=C(C2=C(N=C(N=C2)NC2=CC=C(C=N2)N2CCN(CC2)CC2CN(C2)C2=CC=C(C(=O)NC3C(NC(CC3)=O)=O)C=C2)N(C1=O)C1CCCC1)C